NC1=NN2C(N=CC=C2)=C1C(=O)N[C@@H](C)C1=NC2=CC=C(C(=C2C(N1C1=CC=CC=C1)=O)Cl)F (S)-2-amino-N-(1-(5-chloro-6-fluoro-4-oxo-3-phenyl-3,4-dihydroquinazolin-2-yl)ethyl)pyrazolo[1,5-a]pyrimidine-3-carboxamide